BrC=1C=C(N(N1)CC(C)(C)NC(=O)OC(C)(C)C)C(=O)OC methyl 5-bromo-2-{2-[(tert-butoxycarbonyl)amino]-2-methylpropyl}pyrazole-3-carboxylate